C(C1=CC=CC=C1)C(CCN)N Benzyl-1,3-propandiamin